S(=O)(=O)(C(F)(F)F)[N+]1=CC=CC=C1 triflyl-pyridinium